Methyl-2-(bromomethyl)-4-nitrobenzoate COC(C1=C(C=C(C=C1)[N+](=O)[O-])CBr)=O